2-((3'-(methoxymethoxy)-2,3,4,5-tetrahydro-[1,1'-biphenyl]-4-yl)methyl)-1-(((S)-oxetan-2-yl)methyl)-1H-benzo[d]imidazole-6-carboxylic acid methyl ester COC(=O)C=1C=CC2=C(N(C(=N2)CC2CCC(=CC2)C2=CC(=CC=C2)OCOC)C[C@H]2OCC2)C1